ClC1=C(C=CC=C1)S(=O)(=O)NC1=NC(=C(C=C1)C=1C=C2C=NC(=NC2=C(C1)COC)NC1CCC(CC1)N(C)C)OC 2-chloro-N-(5-(2-(((1r,4r)-4-(dimethylamino)cyclohexyl)amino)-8-(methoxymethyl)quinazolin-6-yl)-6-methoxypyridin-2-yl)benzenesulfonamide